COC(C(C)(C)C1=C(C=C(C(=C1)Br)CC(NC1=CC(=NC=C1)C(NC1(CC1)C(F)(F)F)=O)=O)OC)=O.CNC1=C(C=CC=C1)C(C)=O 1-(2-(methylamino)phenyl)ethane-1-one methyl-2-[5-bromo-2-methoxy-4-[2-oxo-2-[[2-[[1-(trifluoromethyl)cyclopropyl]carbamoyl]-4-pyridinyl]amino]ethyl]phenyl]-2-methyl-propanoate